3-(1-methylpyrazol-4-yl)-7,8-dihydro-5H-1,6-naphthyridin CN1N=CC(=C1)C=1C=NC=2CCNCC2C1